6-(tert-butyl) 3-ethyl 2-amino-5,5-dimethyl-4,7-dihydrothieno[2,3-c]pyridine-3,6(5H)-dicarboxylate NC1=C(C2=C(CN(C(C2)(C)C)C(=O)OC(C)(C)C)S1)C(=O)OCC